N-(2,6-dichlorobenzoyl)-4-methyl-L-leucyl-3-[(3S)-2-oxopyrrolidin-3-yl]-L-alaninamide ClC1=C(C(=O)N[C@@H](CC(C)(C)C)C(=O)N[C@@H](C[C@H]2C(NCC2)=O)C(=O)N)C(=CC=C1)Cl